Cl.COC(CN)=O Amino-acetic acid methyl ester hydrochloride